C1(CCCC1)OC=1C=C(C=CC1C=1NC(C2=C(N1)NN=N2)=O)C2=CC(=C(C=C2)C(=O)O)O 3'-(cyclopentyloxy)-3-hydroxy-4'-(7-oxo-6,7-dihydro-3H-[1,2,3]triazolo[4,5-d]pyrimidin-5-yl)-[1,1'-biphenyl]-4-carboxylic acid